5-bromo-2-chloro-N-ethyl-N-(2-hydroxyethyl)benzamide BrC=1C=CC(=C(C(=O)N(CCO)CC)C1)Cl